OC1=C(C=C(C(=C1)O)C1=CC=C(C=C1)COC)C1=C(C(=NO1)C(=O)NCC)C1=CC=C(C=C1)CN1CCOCC1 5-(4,6-dihydroxy-4'-(methoxymethyl)-[1,1'-biphenyl]-3-yl)-N-ethyl-4-(4-(morpholinomethyl)phenyl)isoxazole-3-carboxamide